1-(4-(1-((3R,7R)-2-(4-Chloro-3-cyanobenzoyl)-3,7-dimethyl-10-oxo-1,2,3,4,7,8-hexahydropyrido[4',3':3,4]pyrazolo[1,5-a]pyrazin-9(10H)-yl)ethyl)phenoxy)cyclopropanecarboxylic acid ClC1=C(C=C(C(=O)N2CC=3C(=NN4C3C(N(C[C@H]4C)C(C)C4=CC=C(OC3(CC3)C(=O)O)C=C4)=O)C[C@H]2C)C=C1)C#N